FC1=CC(C(C1(F)F)(F)F)(F)F 1,3,3,4,4,5,5-heptafluorocyclopentene